5-(4-methyl-2H-1,2,3-triazol-2-yl)-2-(5-(((1R,3R,5S)-1-methyl-8-azabicyclo[3.2.1]oct-6-en-3-yl)oxy)-1,3,4-thiadiazol-2-yl)phenol CC1=NN(N=C1)C=1C=CC(=C(C1)O)C=1SC(=NN1)O[C@H]1C[C@@]2(C=C[C@H](C1)N2)C